C=1(C(=CC(=CC1)C(=O)OCC1CO1)C(=O)OCC1CO1)C(=O)OCC1CO1 triglycidyl benzene-1,2,4-tricarboxylate